C12(CC(C1)C2)NC(CN2C(C(=CC=C2)NC([C@H](CCC(C(=O)NCC)=O)NC(=O)C2=NOC(=N2)C)=O)=O)=O (S)-N1-(1-(2-(Bicyclo[1.1.1]pentan-1-ylamino)-2-oxoethyl)-2-oxo-1,2-dihydropyridin-3-yl)-N6-ethyl-2-(5-methyl-1,2,4-oxadiazol-3-carboxamido)-5-oxohexandiamid